TertiaryButylamine C(C)(C)(C)N